(R)-1-(4-((1-(3-(difluoromethyl)-2-fluorophenyl)ethyl)amino)-7-methoxypyrido[2,3-d]pyrimidin-6-yl)cyclopropane-1-carbonitrile FC(C=1C(=C(C=CC1)[C@@H](C)NC=1C2=C(N=CN1)N=C(C(=C2)C2(CC2)C#N)OC)F)F